2-bromo-2-(3,4-difluorophenyl)acetic acid methyl ester COC(C(C1=CC(=C(C=C1)F)F)Br)=O